3-(1-oxo-5-(2-oxo-4-(pyrrolidin-1-ylmethyl)-1-((2-(trimethylsilyl)ethoxy)methyl)-2,3-dihydro-1H-pyrrolo[2,3-b]pyridin-6-yl)isoindolin-2-yl)piperidine-2,6-dione O=C1N(CC2=CC(=CC=C12)C1=CC(=C2C(=N1)N(C(C2)=O)COCC[Si](C)(C)C)CN2CCCC2)C2C(NC(CC2)=O)=O